ClC=1C(=NN2C1CN(CCC2)C2=NC(=NC(=C2C#N)Cl)SC)C(=O)N(C)C 3-chloro-5-(6-chloro-5-cyano-2-methylsulfanyl-pyrimidin-4-yl)-N,N-dimethyl-4,6,7,8-tetrahydropyrazolo[1,5-a][1,4]diazepine-2-carboxamide